2-Propyl-dodecanol C(CC)C(CO)CCCCCCCCCC